C[Si](CCOCN1N=CC=C1)(C)C (2-(trimethylsilyl)ethoxymethyl)-1H-pyrazol